2-(2-(4-(tert-butyl)benzoyl)hydrazine-1-carbonyl)cyclohexane-1-carboxylic acid C(C)(C)(C)C1=CC=C(C(=O)NNC(=O)C2C(CCCC2)C(=O)O)C=C1